1-(2-pyridyl)-2-(4-bromophenyl)-1H-benzimidazole N1=C(C=CC=C1)N1C(=NC2=C1C=CC=C2)C2=CC=C(C=C2)Br